(S)-N-((6-amino-2-methylpyridin-3-yl)methyl)-3-((3,5-dimethylbenzyl)amino)-4-oxo-4,6,7,8-tetrahydropyrrolo[1,2-a]pyrazine-6-carboxamide NC1=CC=C(C(=N1)C)CNC(=O)[C@@H]1CCC=2N1C(C(=NC2)NCC2=CC(=CC(=C2)C)C)=O